CN1CCN(CCC1)C1=NC=2N3C4=CC=CC=C4SC3=C(C(C2C=C1)=O)C(=O)NN 4-(4-Methyl-1,4-diazepan-1-yl)-8-oxo-11-thia-1,3-diazatetracyclo-[8.7.0.02,7.012,17]heptadeca-2(7),3,5,9,12,14,16-heptaene-9-carbohydrazide